C([C@H](O)C1=CC=CC=C1)(=O)O.S1C=CC2=C1[C@@H](OCC2)CNC (S)-(4,5-dihydro-7H-thieno[2,3-c]pyran-7-yl)-N-methylmethanamine (R)-Mandelate Salt